CC1=CC(=O)[C@@H]2C[C@H]1C2(C)C The molecule is a 4,6,6-trimethylbicyclo[3.1.1]hept-3-en-2-one in which both chiral centres have R configuration. It is a component of Spanish verbena oil, from Verbena triphylla. It has a role as a plant metabolite. It is a terpenoid and a 4,6,6-trimethylbicyclo[3.1.1]hept-3-en-2-one. It is an enantiomer of a (S)-(-)-verbenone.